1-(6-((4-((3-amino-3-methylbutyl)amino)-5-(trifluoromethyl)pyrimidin-2-yl)amino)-3,4-dihydroisoquinolin-2(1H)-yl)-3-hydroxy-3-methylbutan-1-one NC(CCNC1=NC(=NC=C1C(F)(F)F)NC=1C=C2CCN(CC2=CC1)C(CC(C)(C)O)=O)(C)C